6-(5-(3,4-difluoro-5-(piperazin-1-yl)phenyl)-1H-pyrrolo[2,3-b]pyridin-3-yl)-1-methyl-1H-benzo[d][1,2,3]triazole FC=1C=C(C=C(C1F)N1CCNCC1)C=1C=C2C(=NC1)NC=C2C=2C=CC1=C(N(N=N1)C)C2